S1C=C(C=C1)SSSC1=CSC=C1 bis(3-thiophenyl) trisulfide